FC1=CC=CC=2OC(OC21)(C)C 4-Fluoro-2,2-dimethylbenzo[d][1,3]dioxole